2-(thiophen-2-yl)-6,7-dihydrooxazolo[5,4-d]pyrrolo[1,2-a]pyrimidin-9(5H)-one S1C(=CC=C1)C=1OC=2N=C3N(C(C2N1)=O)CCC3